8-[1-(3-fluoro-benzyl)-1H-pyrazol-4-yl]-1-propyl-1,7-dihydro-purin-6-one FC=1C=C(CN2N=CC(=C2)C2=NC=3N=CN(C(C3N2)=O)CCC)C=CC1